COC(COCC(=O)O)=O diglycolic acid methyl ester